8-(3,3-difluorocyclobutyl)-3,8-diazabicyclo[3.2.1]octane dihydrochloride Cl.Cl.FC1(CC(C1)N1C2CNCC1CC2)F